6-Chloro-3-[[(1R)-1-(3,6-dimethyl-4-oxo-2-phenyl-benzopyran-8-yl)ethyl]amino]pyridine-2-sulfonamide ClC1=CC=C(C(=N1)S(=O)(=O)N)N[C@H](C)C1=CC(=CC=2C(C(=C(OC21)C2=CC=CC=C2)C)=O)C